NC=1C2=C(N=CN1)N(C=C2C=2SC1=C(C2)C=CC=C1C)C1CN(CC1)C(C=C)=O 1-(3-(4-amino-5-(7-methylbenzothiophen-2-yl)-7H-pyrrolo[2,3-d]pyrimidin-7-yl)pyrrolidin-1-yl)prop-2-en-1-one